4-(formylmethoxy)-3-benzenesulfonyl-1,2,5-oxadiazole-2-oxide C(=O)COC=1C(=[N+](ON1)[O-])S(=O)(=O)C1=CC=CC=C1